4-pyrimidin-2-ylpyridazin-1-ium N1=C(N=CC=C1)C1=CN=[NH+]C=C1